CN1N=C(C=C1)COC1=C(C=C2C(NCC2=C1)=O)C1=C(C#N)C=CC=C1 (6-((1-methyl-1H-pyrazol-3-yl)methoxy)-3-oxoisoindolin-5-yl)benzonitrile